diethoxyphosphoryl chloride C(C)OP(=O)(OCC)Cl